O1C(OCC1)C1=C(C=CC=C1OCC1=CC=C(C=C1)OC)C1=NN(C(=C1)C(=O)O)CC 3-(2-(1,3-dioxolan-2-yl)-3-((4-methoxybenzyl)oxy)phenyl)-1-ethyl-1H-pyrazole-5-carboxylic acid